(3aR,5s,6aS)-N-(6-(5-Alliino-2,3-difluorophenyl)pyridazin-3-yl)-2-((tetrahydro-2H-pyran-4-yl)methyl)octahydrocyclopenta[c]pyrrol-5-amine N([C@@H](CS(=O)CC=C)C(=O)O)C=1C=C(C(=C(C1)C1=CC=C(N=N1)NC1C[C@@H]2[C@@H](CN(C2)CC2CCOCC2)C1)F)F